O1C2=C(OCC1)C=C(C=C2)C(=O)NC=2C=CC(=C(C2)NC(=O)C=2C=C1C=CC(=NC1=CC2)OCCNC(OC(C)(C)C)=O)C tert-butyl (2-((6-((5-(2,3-dihydrobenzo[b][1,4]dioxine-6-carboxamido)-2-methylphenyl)carbamoyl)quinolin-2-yl)oxy)ethyl)carbamate